C(CCCCCCC)OC(C(=C)C#N)=O.NC1(COC1)C1=C2C=CC=NC2=CC(=C1)C1=CC=C(S1)C(C)=O 1-(5-(5-(3-aminooxetan-3-yl)quinolin-7-yl)thiophen-2-yl)ethan-1-one n-octyl-alpha-cyanoacrylate